CC1=NC(=CC(=C1)NC=1C(=NC(=C(N1)NC)C=1C2=C(C=NC1)N(C=N2)C)C(=O)N)C 3-[(2,6-dimethyl-4-pyridinyl)amino]-5-(methylamino)-6-(3-methylimidazo[4,5-c]pyridin-7-yl)pyrazine-2-carboxamide